BrC1=C2C3CN(C(C2=CC=C1)C3)C(C=C)=O 1-(5-bromo-3,4-dihydro-1,4-methanoisoquinolin-2(1H)-yl)prop-2-en-1-one